nitrat Hydrat O.[N+](=O)(O)[O-]